11-(methacryloylamino)undecanoic acid C(C(=C)C)(=O)NCCCCCCCCCCC(=O)O